O=C1NC(=NO1)C(=O)Cl 5-oxo-4,5-dihydro-1,2,4-oxadiazole-3-carbonyl chloride